C1(CCCCC1)CN1CC(CCC1)C=1NC(N(N1)C=1C=CC=C2C=NNC12)=O 5-(1-(cyclohexylmethyl)piperidin-3-yl)-2-(1H-indazol-7-yl)-2,4-dihydro-3H-1,2,4-triazol-3-one